C(C(CC(CCO)O)O)O 1,2,4,6-hexanetetraol